C(=O)(OCC1=CC=CC=C1)N[C@H]1CC(=O)OC1 (S)-β-(carbobenzoxyamino)-γ-butyrolactone